ethyl (Z)-N-((mesitylsulfonyl)oxy)acetimidate C1(=C(C(=CC(=C1)C)C)S(=O)(=O)O\N=C(\C)/OCC)C